ClC1=C(C=CC=C1NC(=O)C=1N(C2=C(CN(CC2)C)N1)C)C1=C(C(=CC=C1)C=1C=NC(=C(C1)OC)CNC1COC1)Cl N-(2,2'-dichloro-3'-(5-methoxy-6-((oxetan-3-ylamino)methyl)pyridin-3-yl)-[1,1'-biphenyl]-3-yl)-1,5-dimethyl-4,5,6,7-tetrahydro-1H-imidazo[4,5-c]pyridine-2-carboxamide